O=C1C(=CNC2=C(C=CC=C12)N1N=CC=C1)C(=O)O 4-oxo-8-(1H-pyrazol-1-yl)-1,4-dihydroquinoline-3-carboxylic acid